N,N-diethylbutaneamide C(C)N(C(CCC)=O)CC